[N+]([O-])(F)(F)F TRIFLUORAMINE OXIDE